FC1=C(C(=CC(=C1)OC)F)C1=C(C(N(N1C)C1=C(C=CC=C1F)F)=O)NC(C1=CC=C(C=C1)OC(F)F)=O N-[5-(2,6-difluoro-4-methoxyphenyl)-2-(2,6-difluorophenyl)-1-methyl-3-oxo-2,3-dihydro-1H-pyrazol-4-yl]-4-(difluoromethoxy)benzamide